ClC1=CC=C(C=C1)C(N1C[C@@H](N(C[C@H]1C)C1=C(C(=NC(=N1)Cl)NC[C@@H]1OCCC1)[N+](=O)[O-])C)C1=CC=C(C=C1)Cl 6-((2S,5R)-4-(Bis(4-chlorophenyl)methyl)-2,5-dimethylpiperazin-1-yl)-2-chloro-5-nitro-N-(((R)-tetrahydrofuran-2-yl)methyl)pyrimidin-4-amine